BrC=1C=C(C=CC1)/C=C/C1=C(C#N)C=CC=C1 (E)-2-(3-bromophenylvinyl)-benzonitrile